6-(tert-butyl)-10-chloro-3-iodo-9-(3-methoxypropoxy)-6,7-dihydro-2H-pyrido[2,1-a]isoquinolin-2-one C(C)(C)(C)C1N2C(C3=CC(=C(C=C3C1)OCCCOC)Cl)=CC(C(=C2)I)=O